(E)-(3-(3-(4-chloro-3-(trifluoromethyl)phenyl)-1-phenyl-1H-pyrazol-4-yl)acryloyl)-L-phenylalanine ClC1=C(C=C(C=C1)C1=NN(C=C1/C=C/C(=O)N[C@@H](CC1=CC=CC=C1)C(=O)O)C1=CC=CC=C1)C(F)(F)F